(3S)-7-((S)-4-acryloyl-2-methylpiperazin-1-yl)-9-chloro-10-(2,4-difluorophenyl)-3-((4-methylpiperazin-1-yl)methyl)-2H-[1,4]thiazino[2,3,4-ij]quinazolin-5(3H)-one C(C=C)(=O)N1C[C@@H](N(CC1)C1=NC(N2C3=C(C(=C(C=C13)Cl)C1=C(C=C(C=C1)F)F)SC[C@@H]2CN2CCN(CC2)C)=O)C